1-[3-fluoro-3-(hydroxymethyl)azetidin-1-yl]ethanone FC1(CN(C1)C(C)=O)CO